(S)-N-(6-cyano-1-(5-fluoropyridin-2-yl)-1H-benzo[d]imidazol-2-yl)-2,3-dimethylbutanamide C(#N)C=1C=CC2=C(N(C(=N2)NC([C@H](C(C)C)C)=O)C2=NC=C(C=C2)F)C1